tert-butyl 2-(3-((3-((4-(1H-pyrazol-3-yl) benzyl) (cyclopropyl) amino)-3-oxopropyl) amino) phenoxy)-2-methylpropionate N1N=C(C=C1)C1=CC=C(CN(C(CCNC=2C=C(OC(C(=O)OC(C)(C)C)(C)C)C=CC2)=O)C2CC2)C=C1